benzyl 5-formylthiophene-2-carboxylate C(=O)C1=CC=C(S1)C(=O)OCC1=CC=CC=C1